CS(=O)C=1N=CC2=C(N1)N1C(C(=C2)C2=CC=C(C(=O)NC3=NC=CC(=C3)C(F)(F)F)C=C2)=NCC1 4-(2-(methylsulfinyl)-8,9-dihydroimidazo[1',2':1,6]pyrido[2,3-d]pyrimidin-6-yl)-N-(4-(trifluoromethyl)pyridin-2-yl)benzamide